((1R,3S,4S)-3-((tert-butyldiphenylsilyl)oxy)-4-fluorocyclopentyl)-3-oxopropanenitrile [Si](C1=CC=CC=C1)(C1=CC=CC=C1)(C(C)(C)C)O[C@H]1C[C@H](C[C@@H]1F)C(C#N)C=O